ethyl 7-chloro-2-(3-cyano-2-methyl-phenyl)pyrazolo[1,5-a]pyrimidine-5-carboxylate ClC1=CC(=NC=2N1N=C(C2)C2=C(C(=CC=C2)C#N)C)C(=O)OCC